(R)-6-(2-hydroxy-2-(naphthalen-2-yl)acetyl)-2-(1-phenylcyclopropyl)-5,6,7,8-tetrahydropyrido[4,3-d]pyrimidin-4(3H)-one O[C@@H](C(=O)N1CC2=C(N=C(NC2=O)C2(CC2)C2=CC=CC=C2)CC1)C1=CC2=CC=CC=C2C=C1